C(C)OC1=NC(=CC=C1C(=O)NC[C@@H](O)[C@H]1N(CC2=CC(=CC=C2C1)OCC1=CN=CO1)C(=O)OC(C)(C)C)N1CCN(CC1)C(=O)OC tert-butyl (3S)-3-[(1R)-2-[[2-ethoxy-6-(4-methoxycarbonylpiperazin-1-yl)pyridine-3-carbonyl]amino]-1-hydroxy-ethyl]-7-(oxazol-5-ylmethoxy)-3,4-dihydro-1H-isoquinoline-2-carboxylate